FC(C1C(C(C(OS1(=O)=O)C)C)C)(F)F 1-(trifluoromethyl)-2,3,4-tri(methyl)-butanesultone